ClCC(=O)NC1=CC=C(C=C1)OC1=CC2=CC=CC=C2C=C1 2-chloro-N-(4-(naphthalen-2-yloxy)phenyl)acetamide